(R)-8-chloro-4-((3-fluoro-1-phenylpropyl)amino)-6-nitroquinoline-3-carbonitrile ClC=1C=C(C=C2C(=C(C=NC12)C#N)N[C@H](CCF)C1=CC=CC=C1)[N+](=O)[O-]